(S)-1-(3-(4-(4-(2-amino-4-(difluoromethyl)pyrimidin-5-yl)-6-morpholino-1,3,5-triazin-2-yl)piperazine-1-carbonyl)pyrrolidin-1-yl)-6-methylhept-5-ene-1,4-dione NC1=NC=C(C(=N1)C(F)F)C1=NC(=NC(=N1)N1CCOCC1)N1CCN(CC1)C(=O)[C@@H]1CN(CC1)C(CCC(C=C(C)C)=O)=O